tert-butyl (S)-(1-(5-(3-fluoro-4-(piperidin-4-yl)phenyl)-3-methylthiophene-2-carbonyl)pyrrolidin-3-yl)carbamate FC=1C=C(C=CC1C1CCNCC1)C1=CC(=C(S1)C(=O)N1C[C@H](CC1)NC(OC(C)(C)C)=O)C